ClC=1C=C2C=NNC2=CC1B1OC(C(O1)(C)C)(C)C 5-chloro-6-(4,4,5,5-tetramethyl-1,3,2-dioxaborolan-2-yl)-1H-indazole